5-chloro-2-[2-(5-chloro-2-pyridinyl)phenoxy]pyrimidine tert-butyl-(5-((2-(3,3-difluoropyrrolidin-1-yl)-4-(2-fluorophenyl)pyridin-3-yl)carbamoyl)pyrimidin-2-yl)-L-valinate C(C)(C)(C)N([C@@H](C(C)C)C(=O)O)C1=NC=C(C=N1)C(NC=1C(=NC=CC1C1=C(C=CC=C1)F)N1CC(CC1)(F)F)=O.ClC=1C=NC(=NC1)OC1=C(C=CC=C1)C1=NC=C(C=C1)Cl